CN1C(=NC=2C1=NC(=CN2)C(=O)N2C[C@H]1C([C@H]1C2)COC2=NC(=CC=C2)C(F)(F)F)C2CCN(CC2)C(C)=O 1-(4-(1-Methyl-6-((1R,5S,6r)-6-(((6-(trifluoromethyl)pyridin-2-yl)oxy)methyl)-3-azabicyclo[3.1.0]hexane-3-carbonyl)-1H-imidazo[4,5-b]pyrazin-2-yl)piperidin-1-yl)ethan-1-one